C(C)(C)(C)OC(=O)N1C=C(C2=CC(=CC=C12)OCCC1=CC=C(C=C1)C(F)(F)F)NC(=O)OC(C)(C)C.OC(=O)C(F)(F)F.FC(C1=CC=C(C=C1)CCOC=1C=C2C(=CNC2=CC1)N)(F)F 5-{2-[4-(trifluoromethyl)phenyl]ethoxy}-1H-indol-3-amine TFA salt tert-Butyl-3-[(tert-butoxycarbonyl)amino]-5-{2-[4-(trifluoromethyl)phenyl]ethoxy}indole-1-carboxylate